2-((3-chloro-1-(2,6-difluorophenyl)-1,2-dihydro-6-methyl-2-oxopyridin-4-yloxy)methyl)-5-fluorobenzylcarbamic acid isopropyl ester C(C)(C)OC(NCC1=C(C=CC(=C1)F)COC1=C(C(N(C(=C1)C)C1=C(C=CC=C1F)F)=O)Cl)=O